(R)-1'-(2-(3-Amino-6,6-dimethyl-5,6-dihydrocyclopenta[c]pyrazol-2(4H)-yl)acetyl)-6-chloro-5-fluorospiro[benzo[d][1,3]oxazine-4,3'-pyrrolidin]-2(1H)-one NC1=C2C(=NN1CC(=O)N1C[C@@]3(CC1)C1=C(NC(O3)=O)C=CC(=C1F)Cl)C(CC2)(C)C